((2S*,4S*)-4-(2-aminooxazolo[4,5-c]pyridin-7-yl)-4-hydroxytetrahydro-2H-pyran-2-yl)((S)-6,8-dichloro-1-methyl-3,4-dihydroisoquinolin-2(1H)-yl)methanone NC=1OC2=C(C=NC=C2[C@]2(C[C@H](OCC2)C(=O)N2[C@H](C3=C(C=C(C=C3CC2)Cl)Cl)C)O)N1 |o1:9,11|